[Cu].[Ni].[Sn].N[S@@](=NC(CC1=C(C=C(C=C1C(C)C)C(F)F)C(C)C)=O)(=O)C1=CC=C(C=C1)CN(C)C (S)-N-(amino(4-((dimethylamino)methyl)phenyl)(oxo)-λ6-sulfaneylidene)-2-(4-(difluoromethyl)-2,6-diisopropylphenyl)acetamide tin nickel copper